1,3-Dibutyl-7-(2-oxopropyl)xanthine C(CCC)N1C(=O)N(C=2N=CN(C2C1=O)CC(C)=O)CCCC